C(C)(C)NC(OC1CN(CC1(F)F)C=1C2=C(N=CN1)OC(=C2)C=2C(NC(NC2)=O)=O)=O [1-[6-(2,4-Dioxo-1H-pyrimidin-5-yl)furo[2,3-d]pyrimidin-4-yl]-4,4-difluoro-pyrrolidin-3-yl] N-isopropylcarbamate